disodium hydroxyethylene diphosphate O1P(OCC1O)(=O)OP(=O)([O-])[O-].[Na+].[Na+]